FC=1C(=C(C=C(C1)C(F)(F)F)[C@@H](C(=O)O)N1C[C@@H](CC1)OCCCCCC1=NC=2NCCCC2C(=C1)OC)OC (S)-2-(3-fluoro-2-methoxy-5-(trifluoromethyl)phenyl)-2-((R)-3-((5-(4-methoxy-5,6,7,8-tetrahydro-1,8-naphthyridin-2-yl)pentyl)oxy)pyrrolidin-1-yl)acetic acid